methyl 4-(4-{2-[2-(2-{[(tert-butoxy)carbonyl]amino}ethoxy)ethoxy]ethoxy}phenyl)-2-[4-(trifluoromethyl)benzoyl]butanoate C(C)(C)(C)OC(=O)NCCOCCOCCOC1=CC=C(C=C1)CCC(C(=O)OC)C(C1=CC=C(C=C1)C(F)(F)F)=O